OP(O)(=O)OP(=O)(O)O.P(=O)(O)(O)OP(=O)(O)O Pyrophosphoric Acid (Pyrophosphate)